(2,3-dioleoxypropyl)trimethylammonium C(CCCCCCC\C=C/CCCCCCCC)OC(C[N+](C)(C)C)COCCCCCCCC\C=C/CCCCCCCC